(1R,3S)-3-(3-{[(1-methyl-1H-pyrazol-3-yl)acetyl]-amino}-1H-pyrazol-5-yl)-cyclopentyl (1-methyl-cyclopropyl)carbamate CC1(CC1)NC(O[C@H]1C[C@H](CC1)C1=CC(=NN1)NC(CC1=NN(C=C1)C)=O)=O